3-amino-4-(4,5-diamino-1,2,4-triazol-3-yl)-furazan perchlorate Cl(=O)(=O)(=O)O.NC1=NON=C1C1=NN=C(N1N)N